1-fluoro-2,6-dichloropyridine tetrafluoroborate F[B-](F)(F)F.FN1C(C=CC=C1Cl)Cl